[Cl-].[Cr+3].C(C)(=O)CC(C)=O.[Cl-].[Cl-] acetyl-acetone chromium chloride